[Ca+2].O=C(C(=O)[O-])C(C)C.O=C(C(=O)[O-])C(C)C 2-oxoisovalerate calcium salt